C(C)(C)(C)OC(=O)N1CCC(CC1)OC(=O)N[C@@H](CO[Si](C)(C)C(C)(C)C)C(=O)O N-(((1-(tert-butoxycarbonyl)piperidin-4-yl)oxy)carbonyl)-O-(tert-butyldimethylsilyl)-Z-serine